FC1=C(C(=O)N[C@@H](C(=O)N2CCC3(CC2)C(CN(C(C3)=O)C)C3=CC=C(C=C3)F)C(C)(C)C)C=C(C=C1)C(F)(F)F 2-fluoro-N-((2R)-1-(7-(4-fluorophenyl)-9-methyl-10-oxo-3,9-diazaspiro[5.5]undecan-3-yl)-3,3-dimethyl-1-oxobutan-2-yl)-5-(trifluoromethyl)benzamide